6-(4-fluorophenyl)morpholin-3-one FC1=CC=C(C=C1)C1OCC(NC1)=O